NC=1C=C2C(N(C(=NC2=CC1)C1=NC=CC=C1)CCOC)=O 6-amino-3-(2-methoxyethyl)-2-(pyridin-2-yl)quinazolin-4(3H)-one